COC=1C=C(C=NC1OC)C=1C=C2C(=NC=NC2=C(C1)C1=CC=C(C(=O)O)C=C1)C 4-(6-(5,6-Dimethoxypyridin-3-yl)-4-methylquinazolin-8-yl)benzoic acid